2,2'-dihydroxyl-4-methoxyl-benzophenone OC1=C(C(=O)C2=C(C=CC=C2)O)C=CC(=C1)OC